C(CCCCCCCCC)(=O)O.N(CCO)CCO diethanolamine decanoate